FC1=CC=C(C=C1)CC1CCN(CC1)C(C(=O)NC1=CC2=C(NC(O2)=O)C=C1)=O 2-[4-[(4-fluorophenyl)methyl]piperidin-1-yl]-2-oxo-N-(2-oxo-3H-1,3-benzoxazol-6-yl)acetamide